8-(7-methoxyquinolin-4-yl)-2-(S-methylsulfonimidoyl)-2,8-diazaspiro[4.5]decane COC1=CC=C2C(=CC=NC2=C1)N1CCC2(CCN(C2)S(=O)(=N)C)CC1